isopropyl-N-(2-(8-methoxynaphthalen-1-yl)ethyl)propan-2-amine C(C)(C)CC(C)NCCC1=CC=CC2=CC=CC(=C12)OC